FC(OC1=C(C=CC(=C1)F)[C@H]1[C@@H](O[C@@](C1)(C(F)(F)F)C)C(=O)NC1=CC(=NC=C1)C(=O)N)F (2R,3S,5S)-4-[[3-[2-(Difluoromethoxy)-4-fluoro-phenyl]-5-methyl-5-(trifluoromethyl)tetrahydrofuran-2-carbonyl]amino]pyridin-2-carboxamid